(R)-7-(2-(1-cyclopropyl-2-hydroxy-2-methylpropyl)-3-oxoisoindolin-4-yl)-2-methyl-1,4-dihydroisoquinolin-3(2H)-one C1(CC1)[C@H](C(C)(C)O)N1CC2=CC=CC(=C2C1=O)C1=CC=C2CC(N(CC2=C1)C)=O